OC=1C=CC2=C(C(=C(O2)CC(C(=O)NC)=C)C)C1 ((5-hydroxy-3-methylbenzofuran-2-yl)methyl)-N-methylacrylamide